(2R)-2-amino-3-hydroxy-N-[(3-methoxyphenyl)methyl]propanamide N[C@@H](C(=O)NCC1=CC(=CC=C1)OC)CO